N-((3,5-diisopropyl-1-(2,2,2-trifluoroethyl)-1H-pyrazol-4-yl)carbamoyl)-6-methoxy-6,7-dihydro-5H-pyrazolo[5,1-b][1,3]oxazine-3-sulfonamide C(C)(C)C1=NN(C(=C1NC(=O)NS(=O)(=O)C=1C=NN2C1OCC(C2)OC)C(C)C)CC(F)(F)F